C(O)(O)=O.FC(C#C)(F)F trifluoro methylvinylene carbonate